N-myristoyl-tyrosine C(CCCCCCCCCCCCC)(=O)N[C@@H](CC1=CC=C(C=C1)O)C(=O)O